tert-butyl (2S,7S*)-2-{[(1S)-1-cyano-2-[4-(3-methyl-2-oxo-2,3-dihydro-1,3-benzoxazol-5-yl)phenyl]ethyl]carbamoyl}-7-methoxy-1,4-oxazocane-4-carboxylate C(#N)[C@H](CC1=CC=C(C=C1)C=1C=CC2=C(N(C(O2)=O)C)C1)NC(=O)[C@H]1OC[C@H](CCN(C1)C(=O)OC(C)(C)C)OC |o1:27|